(R*)-6-(4-Ethyl-3-(hydroxymethyl)-5-oxo-4,5-dihydro-1H-1,2,4-triazol-1-yl)-7-fluoro-2-(o-tolyl)-4-(1,1,1-trifluoropropan-2-yl)phthalazin-1(2H)-one C(C)N1C(=NN(C1=O)C=1C=C2C(=NN(C(C2=CC1F)=O)C1=C(C=CC=C1)C)[C@H](C(F)(F)F)C)CO |o1:27|